C(C)(=O)O.OCCN1C(CCC1)=O 1-(2-hydroxyethyl)pyrrolidin-2-one acetate